ClC=1C(=NC(=NC1)NC1=C(C=C2CCN(CC2=C1)C)OC)N1C[C@H](C2=CC=CC=C12)C(=O)O (S)-1-(5-chloro-2-((6-methoxy-2-methyl-1,2,3,4-tetrahydroisoquinolin-7-yl)amino)pyrimidin-4-yl)indoline-3-carboxylic acid